ethyl 4-(azidomethyl)-2,5-bis(benzyloxy)benzoate N(=[N+]=[N-])CC1=CC(=C(C(=O)OCC)C=C1OCC1=CC=CC=C1)OCC1=CC=CC=C1